COC=1C=C(C=CC1C1(CC(=C(C2=CC=CC=C12)N)\N=N\[H])S(=O)(=O)N)C1=CC(=C(C=C1)C1(CC(=C(C2=CC=CC=C12)N)\N=N\[H])S(=O)(=O)N)OC 1,1'-(3,3'-dimethoxy[1,1'-biphenyl]-4,4'-diyl)bis{4-amino-3-[(E)-diazenyl]naphthalene-1-sulfonamide}